methyl rac-(2R,3S,5R)-4-[[3-(3,4-difluoro-2-methoxy-phenyl)-5-methyl-5-(2,2,2-trifluoroethyl)tetrahydrofuran-2-carbonyl]amino]pyridine-2-carboxylate FC=1C(=C(C=CC1F)[C@H]1[C@@H](O[C@](C1)(CC(F)(F)F)C)C(=O)NC1=CC(=NC=C1)C(=O)OC)OC |r|